C(C)(C)(C)OC(=O)C=1C=NC(=CC1)N1CC2(CC1=O)C(NCCCC2)=O.FC2=C(C=CC(=C2)N)NC(C)=O N-(2-fluoro-4-aminophenyl)acetamide tert-Butyl-6-(3,6-dioxo-2,7-diazaspiro[4.6]undecan-2-yl)pyridine-3-carboxylate